2-(4'-bromobiphenyl-4-yl)thieno[2,3-c]pyridine BrC1=CC=C(C=C1)C1=CC=C(C=C1)C1=CC=2C(=CN=CC2)S1